C=C1C(=CC=C(N1)C#N)C#N 6-methylenepyridine-2,5-dinitrile